methyl 2-(6-bromo-1-(tert-butoxycarbonyl)-1H-indol-2-yl)-1-cyclopropyl-7-methoxy-1H-benzo[d]imidazole-5-carboxylate BrC1=CC=C2C=C(N(C2=C1)C(=O)OC(C)(C)C)C1=NC2=C(N1C1CC1)C(=CC(=C2)C(=O)OC)OC